FC=1C=C(C[Mg]Br)C=C(C1)F (3,5-difluorobenzyl)magnesium bromide